2-oxo-1-(4-phenyl-3,4-dihydro-2H-benzo[b][1,4]oxazin-6-yl)-1,2-dihydrothieno[2,3-b]pyrazine-6-carboxamide O=C1N(C2=C(N=C1)SC(=C2)C(=O)N)C2=CC1=C(OCCN1C1=CC=CC=C1)C=C2